Sodium p-aminophenyl phosphate P(=O)(OC1=CC=C(C=C1)N)([O-])[O-].[Na+].[Na+]